1-methylazepan CN1CCCCCC1